C1=CC=CC2=NC3=CC=C(C=C3C=C12)OB(O)O acridin-7-ylboric acid